BrC1=COC2=C1C=C(C=C2)CBr 3-bromo-5-(bromomethyl)benzofuran